(2S,4S)-1-tert-butoxycarbonyl-4-[[6-[4-[2-(methylamino)ethyl]-3,4-dihydro-1H-[1,4]oxazino[4,3-a]benzimidazol-6-yl]-2-pyridyl]amino]pyrrolidine-2-carboxylic acid C(C)(C)(C)OC(=O)N1[C@@H](C[C@@H](C1)NC1=NC(=CC=C1)C1=CC=CC2=C1N1C(=N2)COCC1CCNC)C(=O)O